7-[3-(bromomethyl)-5-[3-(2,2-dimethylpropoxy)phenyl]-1H-pyrazol-1-yl]-1-methyl-1H-indazole BrCC1=NN(C(=C1)C1=CC(=CC=C1)OCC(C)(C)C)C=1C=CC=C2C=NN(C12)C